(2R,6R)-2-(4,5-dihydro-3H-1,3-benzodiazepin-2-yl-6-methyl-morpholin-4-yl)quinoline-8-carbonitrile N1=C(NCCC2=C1C=CC=C2)C2N(C[C@H](OC2)C)C2=NC1=C(C=CC=C1C=C2)C#N